BrC1=CN=C(C(=N1)C(=O)OC)NC1=CC=C(C=C1)N1CCOCC1 Methyl 6-bromo-3-(4-morpholinoanilino)pyrazine-2-carboxylate